C1N(CC12CCC2)C2CCC1=CC(=C(C=C21)C2=NC=1C=CNC(C1C(=C2)NC2=NC=C(C=C2)N2CCC(CC2)O)=O)F 2-[3-(2-azaspiro[3.3]heptan-2-yl)-6-fluoro-indan-5-yl]-4-[[5-(4-hydroxy-1-piperidyl)-2-pyridyl]amino]-6H-1,6-naphthyridin-5-one